tert-Butyl (2-(isoquinoline-5-sulfonamido)ethyl)(4-(pyridin-3-yl)benzyl)carbamate C1=NC=CC=2C(=CC=CC12)S(=O)(=O)NCCN(C(OC(C)(C)C)=O)CC1=CC=C(C=C1)C=1C=NC=CC1